tert-Butyl 4-(6-formyl-7-hydroxy-2,2,4-trimethyl-3,4-dihydroquinolin-1(2H)-yl)butanoate C(=O)C=1C=C2C(CC(N(C2=CC1O)CCCC(=O)OC(C)(C)C)(C)C)C